O-(mesityl)hydroxylamine C1(=C(C(=CC(=C1)C)C)ON)C